C(C1=CC=CC=C1)(=O)OCCNC(=O)C1=C(C2=NC=CC=C2N1CC1=CC(=CC=C1)C(F)(F)F)Br (3-bromo-1-(3-(trifluoromethyl) benzyl)-1H-pyrrolo[3,2-b]pyridine-2-carboxamidoethyl) benzoate